((2S,4R)-4-fluoropyrrolidin-2-yl)methanol F[C@@H]1C[C@H](NC1)CO